5-Fluoro-1-(4-fluorophenyl)-6-methyl-2-oxo-1,2-dihydropyridine-3-carboxylic acid FC=1C=C(C(N(C1C)C1=CC=C(C=C1)F)=O)C(=O)O